[O-2].[Nb+5].[In+3].[O-2].[O-2].[O-2] Indium niobium Oxide